(Z)-4-Methyl-N'-(2-nitro-5-(pyridin-3-yloxy)benzylidene)benzenesulfonohydrazide CC1=CC=C(C=C1)S(=O)(=O)N\N=C/C1=C(C=CC(=C1)OC=1C=NC=CC1)[N+](=O)[O-]